[O-2].C(C)O[Ti](C)(C)OCC DiethoxydimethylTitanium oxide